C(C)(C)(C)OC(=O)N1CCC(=CC1)N1C(CN(CC1)C(=O)OCC1=CC=CC=C1)=O benzyl 4-(1-tert-butoxycarbonyl-3,6-dihydro-2H-pyridin-4-yl)-3-oxo-piperazine-1-carboxylate